C(#N)C1=CC(=C(C=C1)COC1=CC=CC(=N1)C1=CC=C(C=C1)CC(=O)NC1=C(C=C(C(=O)OC)C=C1)NC[C@H]1OCC1)F methyl 4-[[2-[4-[6-[(4-cyano-2-fluoro-phenyl) methoxy]-2-pyridyl]phenyl]acetyl]amino]-3-[[(2S)-oxetan-2-ylmethyl]amino]benzoate